(3-(difluoromethoxy)-5-((6-(difluoromethyl)pyridin-2-yl)carbamoyl)pyridin-2-yl)carbamic acid tert-butyl ester C(C)(C)(C)OC(NC1=NC=C(C=C1OC(F)F)C(NC1=NC(=CC=C1)C(F)F)=O)=O